(E)-N,N-dimethyl-N'-((2-(4,4,5,5-tetramethyl-1,3,2-dioxaborolan-2-yl)-5-(trifluoromethyl)phenyl)sulfonyl)formimidamide CN(\C=N\S(=O)(=O)C1=C(C=CC(=C1)C(F)(F)F)B1OC(C(O1)(C)C)(C)C)C